C(C1=CC=CC=C1)N(C(O)=O)[C@H](CO)CCOC(F)(F)F.Cl.N[C@H](CO)CCOC(F)(F)F (2S)-2-amino-4-(trifluoromethoxy)butan-1-ol hydrochloride Benzyl-[(2S)-1-hydroxy-4-(trifluoromethoxy)butan-2-yl]Carbamate